3-xylylenediamine carbonate C(O)(O)=O.C1(=CC(=CC=C1)CN)CN